7-chloro-4-(1-(5-ethylpyrimidin-2-yl)piperidin-4-yl)-1-methyl-1,4-dihydropyrido[2,3-b]pyrazine-2,3-dione ClC1=CC2=C(N(C(C(N2C)=O)=O)C2CCN(CC2)C2=NC=C(C=N2)CC)N=C1